N1CC(CC2=CC=CN=C12)NC(=O)C1=CC=NC=2N1N=CC2C(=O)N N7-(1,2,3,4-tetrahydro-1,8-naphthyridin-3-yl)pyrazolo[1,5-a]pyrimidine-3,7-dicarboxamide